((4-((3-nitrobenzyl)sulfonyl)phenyl)thio)pyrimidin-4-amine [N+](=O)([O-])C=1C=C(CS(=O)(=O)C2=CC=C(C=C2)SC2=NC=CC(=N2)N)C=CC1